N1=C(N=CC=C1)COC=1C=C(C=CC1)B(O)O [3-(PYRIMIDIN-2-YLMETHOXY)PHENYL]BORANEDIOL